(R)-(1-(4-ethoxy-5-((7-fluoro-2-methyl-2H-indazol-5-yl)carbamoyl)pyrimidin-2-yl)pyrrolidin-3-yl)(methyl)carbamic acid tert-butyl ester C(C)(C)(C)OC(N(C)[C@H]1CN(CC1)C1=NC=C(C(=N1)OCC)C(NC1=CC2=CN(N=C2C(=C1)F)C)=O)=O